ClC=1C=C(OC2CCC(CC2)NC(C2=CC=C(C=C2)N2CC(CCC2)O)=O)C=CC1C#N N-((1r,4r)-4-(3-chloro-4-cyanophenoxy)cyclohexyl)-4-(3-hydroxypiperidin-1-yl)benzamide